8-(dichloromethylidene)-1,4-dioxaspiro[4.5]decane ClC(=C1CCC2(OCCO2)CC1)Cl